C(C)(C)(C)OC(=O)N1C[C@@H]2COC3=C(CN2CC1)C=C(C(=C3C#C[Si](C)(C)C)Br)F (12aR)-9-bromo-8-fluoro-10-[(trimethylsilyl)ethynyl]-3,4,12,12a-tetrahydro-6H-pyrazino[2,1-c][1,4]benzooxazepine-2(1H)-carboxylic acid tert-butyl ester